BrC1=CC=CC=2C=3N(C(=NC12)NC=1C(N=CC=NC1)=O)N=C(N3)C3=CC(=CC=C3)F (6R)-6-{[7-bromo-2-(3-fluorophenyl)[1,2,4]triazolo[1,5-c]quinazolin-5-yl]amino}-1,4-diazepin-5-one